Cl.N[C@@H](CS)C(=O)OC methyl L-cysteinate hydrochloride